ClC1=CC=C(C=C1)[C@@H](C=C)NC1=CC=C(C=C1)OC (R)-N-(1-(4-chlorophenyl)allyl)-4-methoxyaniline